3-(3-bromophenyl)-4-(t-butoxycarbonylamino)butanoic acid BrC=1C=C(C=CC1)C(CC(=O)O)CNC(=O)OC(C)(C)C